ClC1=C(C=CC=C1)S(=O)(=O)CC(=O)N1CC2=CC=CC=C2C1 2-[(2-chlorophenyl)sulfonyl]-1-(1,3-dihydro-2H-isoindol-2-yl)ethanone